(1R,4R)-4-formyl-2-oxa-5-azabicyclo[2.2.1]Heptane-5-carboxylic acid tert-butyl ester C(C)(C)(C)OC(=O)N1[C@]2(CO[C@@H](C1)C2)C=O